7-bromopyrrolo[2,1-f][1,2,4]triazin-4(3H)-one BrC1=CC=C2C(NC=NN21)=O